NC1=CC(=C2C(=N1)C=C(S2)C2=CC=NN2C2OCCCC2)OC[C@@H](CO)O (2R)-3-((5-amino-2-(1-(tetrahydro-2H-pyran-2-yl)-1H-pyrazol-5-yl)thieno[3,2-b]pyridin-7-yl)oxy)propane-1,2-diol